ClC=1C=C2C=C(NC2=CC1OCC1=CC(=NO1)C)CNC([C@@H](CC)O)=O (R)-N-((5-chloro-6-((3-methylisoxazol-5-yl)methoxy)-1H-indol-2-yl)methyl)-2-hydroxybutanamide